[P+3].[N-](S(=O)(=O)C(F)(F)F)S(=O)(=O)C(F)(F)F.[N-](S(=O)(=O)C(F)(F)F)S(=O)(=O)C(F)(F)F.[N-](S(=O)(=O)C(F)(F)F)S(=O)(=O)C(F)(F)F trifluoromethanesulfonimide phosphorus